Methyl 1-(2-(1,3-dioxolan-2-yl) ethyl)-3-(3-cyanophenyl)-1H-indole-6-carboxylate O1C(OCC1)CCN1C=C(C2=CC=C(C=C12)C(=O)OC)C1=CC(=CC=C1)C#N